O1CCN(CC1)C1=NN=C(O1)C(=O)O[Li] (5-morpholino-1,3,4-oxadiazole-2-carbonyl)oxylithium